O1C=NC2=C1C=CC(=C2)CN(C(=O)[C@H]2N(CCC2)S(=O)(=O)C2=CC=C(C=C2)OC)C2CC1CC1CC2 (2S)-N-(benzo[d]oxazol-5-ylmethyl)-N-(bicyclo[4.1.0]heptan-3-yl)-1-((4-methoxyphenyl)sulfonyl)pyrrolidine-2-carboxamide